(R)-N-(1-(3-Amino-5-(1,1-difluoro-2-methoxyethyl)phenyl)ethyl)-6-(3,6-dihydro-2H-pyran-4-yl)-7-methoxy-2-methylquinazolin-4-amine NC=1C=C(C=C(C1)C(COC)(F)F)[C@@H](C)NC1=NC(=NC2=CC(=C(C=C12)C=1CCOCC1)OC)C